(S)-2-methyl-N-[(1R)-1-[6-methylpyridazin-3-yl]ethyl]propane-2-sulfinamide CC(C)(C)[S@](=O)N[C@H](C)C=1N=NC(=CC1)C